C1=CSC(=C1)C2=CC=CS2(Br)Br dibromodithiophene